(S)-3-(3-chloro-4-fluorophenyl)-1-(8,9-difluoro-6-oxo-1,4,5,6-tetrahydro-2H-pyrano[3,4-c]isoquinolin-1-yl-1-d)-1-(methyl-d3)urea ClC=1C=C(C=CC1F)NC(N(C([2H])([2H])[2H])[C@@]1(COCC=2NC(C=3C=C(C(=CC3C21)F)F)=O)[2H])=O